ethyl-(S)-7-bromo-3-(pent-3-yl)-5-(pyridin-2-yl)-1H-benzo[e][1,4]diazepin-2(3H)-one C(C)N1C([C@@H](N=C(C2=C1C=CC(=C2)Br)C2=NC=CC=C2)C(CC)CC)=O